N-((1-((2-(3,5-dichlorophenyl)-6-((2-(8-methyl-3,8-diazabicyclo[3.2.1]octan-3-yl)pyrimidin-5-yl)oxy)pyridin-4-yl)methyl)piperidin-4-yl)methyl)acetamide ClC=1C=C(C=C(C1)Cl)C1=NC(=CC(=C1)CN1CCC(CC1)CNC(C)=O)OC=1C=NC(=NC1)N1CC2CCC(C1)N2C